(-)-tert-Butyl-4-oxo-2-phenyl-3-(4-phenylbuta-2,3-dien-1-yl)chromane-3-carboxylate C(C)(C)(C)OC(=O)C1(C(OC2=CC=CC=C2C1=O)C1=CC=CC=C1)CC=C=CC1=CC=CC=C1